NC1=NNC(=N1)C1=CC=CC=C1 3-Amino-5-phenyl-1,2,4-triazole